CC1=NC=2C(CCCC2C=C1C#N)OC1=CC=C2C=NN(C2=C1)C=1C=NN(C1)C 2-Methyl-8-((1-(1-methyl-1H-pyrazol-4-yl)-1H-indazol-6-yl)oxy)-5,6,7,8-tetrahydroquinoline-3-carbonitrile